S1C(CC1)OC1SCC1 thietanyl oxide